(1,1-dimethyl-3H-isobenzofuran-5-yl)methylamine CC1(OCC2=CC(=CC=C12)CN)C